1-(4-((4-(aminomethyl)benzyl)oxy)phenyl)-3-((2-(2,6-dioxopiperidin-3-yl)-7-fluoro-1-oxoisoindolin-5-yl)methyl)urea NCC1=CC=C(COC2=CC=C(C=C2)NC(=O)NCC=2C=C3CN(C(C3=C(C2)F)=O)C2C(NC(CC2)=O)=O)C=C1